2-(3-fluoro-5-(pyridin-4-ylamino)phenyl)-5-(pyridin-4-ylamino)isoindolin-1-one FC=1C=C(C=C(C1)NC1=CC=NC=C1)N1C(C2=CC=C(C=C2C1)NC1=CC=NC=C1)=O